methyl N-[5-[6-[methyl-[3-(trifluoromethoxy) phenyl]carbamoyl] imidazo[1,2-a]pyridin-3-yl]-2-pyridyl]carbamate CN(C(=O)C=1C=CC=2N(C1)C(=CN2)C=2C=CC(=NC2)NC(OC)=O)C2=CC(=CC=C2)OC(F)(F)F